tert-butyl 4-(6-(benzylamino)-3-(furan-3-yl)pyridin-2-yl)-3-oxopiperazine-1-carboxylate C(C1=CC=CC=C1)NC1=CC=C(C(=N1)N1C(CN(CC1)C(=O)OC(C)(C)C)=O)C1=COC=C1